(S)-2-((2-(3,4-dimethoxyphenyl)-3-isopropyl-1H-indol-5-yl)oxy)-N-(pyrrolidin-3-ylmethyl)acetamide COC=1C=C(C=CC1OC)C=1NC2=CC=C(C=C2C1C(C)C)OCC(=O)NC[C@@H]1CNCC1